C(CCCCCCC\C=C/CCCCCCCC)(=O)N Oleoamid